methyl 4-bromo-2,2-dimethylbutyrate BrCCC(C(=O)OC)(C)C